NCC=1C=C(C=CC1)C=1C=C(C2=C(C(=CO2)COC2=C(C=CC=C2)CC(=O)OCC)C1)C=1C=NC(=NC1)C ethyl 2-(2-((5-(3-(aminomethyl)phenyl)-7-(2-methylpyrimidin-5-yl)benzofuran-3-yl)methoxy)phenyl)acetate